(R)-6-bromo-3-nitro-N-(1-phenylethyl)quinolin-4-amine BrC=1C=C2C(=C(C=NC2=CC1)[N+](=O)[O-])N[C@H](C)C1=CC=CC=C1